[N+](=O)([O-])C1=CC=C(OCCOCCOCCOCCOCCOCCOCCOCCOCCOCCOCCOCCOCCOCCOCCOCCOCCO)C=C1 50-(4-nitrophenoxy)-3,6,9,12,15,18,21,24,27,30,33,36,39,42,45,48-hexadecaoxapentacontan-1-ol